ClC1=CC=C(C=C1)C\C(\C1=C(C=CC=C1)/C(/C(=O)OC)=C\OC)=N/O methyl (E,E)-2-{2-[(4-chlorophenyl)methyloximinomethyl]phenyl}-3-methoxyacrylate